N-((1R)-3-cyano-3-azabicyclo[3.2.0]heptan-1-yl)-5-(4-phenoxypyridin-3-yl)-1H-pyrazole-3-carboxamide C(#N)N1C[C@]2(CCC2C1)NC(=O)C1=NNC(=C1)C=1C=NC=CC1OC1=CC=CC=C1